tert-butyl ((1R,6R,7S)-3-azabicyclo[4.1.0]heptan-7-yl)carbamate [C@@H]12CNCC[C@H]2[C@@H]1NC(OC(C)(C)C)=O